CNCCC(CC[Si](OCC)(OCC)OCC)N 3-(2-methylaminoethyl)-3-aminopropyltriethoxysilane